FC1=C(C=C(C=C1)OC)N1C(NC2=NC=CC=C21)=O 1-(2-fluoro-5-methoxyphenyl)-1H-imidazo[4,5-b]pyridin-2(3H)-one